N5-((1R,5S,6r)-3-Oxabicyclo[3.1.0]hexan-6-yl)-N3-methyl-1-(1-(1-tosyl-1H-indol-5-yl)ethyl)-1H-pyrazole-3,5-dicarboxamide [C@H]12COC[C@@H]2C1NC(=O)C1=CC(=NN1C(C)C=1C=C2C=CN(C2=CC1)S(=O)(=O)C1=CC=C(C)C=C1)C(=O)NC